6-(4-(5-((7-(cyclopropylmethylamino)-4-oxo-3,4-dihydrophthalazin-1-yl)methyl)-2-fluorobenzoyl)piperazin-1-yl)nicotinonitrile C1(CC1)CNC1=CC=C2C(NN=C(C2=C1)CC=1C=CC(=C(C(=O)N2CCN(CC2)C2=NC=C(C#N)C=C2)C1)F)=O